C(C)(C)(C)OC(=O)N1C[C@H](OC[C@@H]1C1=C(C=C(C=C1)N1C(=CC2=C1N=CNC2=O)Cl)C)C (2r,5s)-5-(4-(6-chloro-4-oxo-3,4-dihydro-7H-pyrrolo[2,3-d]pyrimidin-7-yl)2-methylphenyl)-2-methylmorpholine-4-carboxylic acid tert-butyl ester